methyl ((R)-N-(tert-butoxycarbonyl)-2-(((R)-5-((tert-butyldimethylsilyl)oxy)pentan-2-yl)oxy)-6-methylpyridine-3-sulfonimidoyl)-L-prolinate C(C)(C)(C)OC(=O)N=[S@](=O)(C=1C(=NC(=CC1)C)O[C@H](C)CCCO[Si](C)(C)C(C)(C)C)N1[C@@H](CCC1)C(=O)OC